1-((isocyanomethyl)-sulfonyl)-4-methylbenzene [N+](#[C-])CS(=O)(=O)C1=CC=C(C=C1)C